(4S,5R)-5-((S)-5H-imidazo[5,1-a]isoindol-5-yl)-3,3-dimethyltetrahydro-2H-pyran-4-ol C=1N=CN2C1C1=CC=CC=C1[C@@H]2[C@H]2[C@@H](C(COC2)(C)C)O